NC1=NC2=C(N1)C=CC=C2 2-amino-1H-benzo[d]imidazole